tert-butyl N-[4-[(4-methoxyphenyl)methyl-methyl-sulfamoyl]-2-(4,4,5,5-tetramethyl-1,3,2-dioxaborolan-2-yl)phenyl]-N-[5-(trifluoromethyl)-2-pyridyl]carbamate COC1=CC=C(C=C1)CN(S(=O)(=O)C1=CC(=C(C=C1)N(C(OC(C)(C)C)=O)C1=NC=C(C=C1)C(F)(F)F)B1OC(C(O1)(C)C)(C)C)C